4,4-dimethylpiperidine HCl Cl.CC1(CCNCC1)C